C1C(=O)C=CN1 PYRROLINONE